C(C)C(CN(CN1N=NC2=C1C=CC(=C2)C)CC(CCCC)CC)CCCC bis(2-ethylhexyl)[(5-methyl-1H-1,2,3-benzotriazol-1-yl)methyl]amine